COC=1C=C(CNC(C(C(=O)N[C@@H](CC2=CC=CC=C2)OB(O)O)C)=O)C=CC1 ((1R)-1-(3-((3-methoxybenzyl)amino)-2-methyl-3-oxopropionamido)-2-phenylethyl)boric acid